NC(C(F)F)C=1C=C(C=C2C(N(C(=NC12)N1CCOCC1)C)=O)C 8-(1-amino-2,2-difluoro-ethyl)-3,6-dimethyl-2-morpholino-quinazolin-4-one